O[C@H](CCCC)C1=C(C(=O)O)C=CC=C1.C1(=CC=CC=C1)[C@@H](C)N R-alpha-phenylethylamine R-2-(1-hydroxy-n-pentyl)benzoate